C(C)(=O)C1=CC=C(NC2=NC=CC3=C(C(=CC=C23)C)NC(=O)C2=CSC3=C2N=CN=C3N)C=C1 N-[1-(4-acetylanilino)-6-methylisoquinolin-5-yl]-4-aminothieno[3,2-d]pyrimidine-7-carboxamide